5-(2-chlorobenzyl)-6,7-difluoro-3-(((4-(trifluoromethyl)pyridin-3-yl)methyl)amino)-4H-benzo[e][1,2,4]thiadiazine 1,1-dioxide ClC1=C(CC2=C(C(=CC3=C2NC(=NS3(=O)=O)NCC=3C=NC=CC3C(F)(F)F)F)F)C=CC=C1